3-(4-ethyl-phenyl)-2,2-dimethyl-propanal C(C)C1=CC=C(C=C1)CC(C=O)(C)C